di-isobutyl pimelate C(CCCCCC(=O)OCC(C)C)(=O)OCC(C)C